P(OCC(CCCC)C)(OCC(CCCC)C)=O.[Nd] neodymium di(2-methylhexyl) phosphonate